N1(C=NC=C1)C=1C=C2C=CN=C(C2=CN1)NCC1=CC=C(C=C1)C1=CC(=NC=C1)C 6-(1H-imidazol-1-yl)-N-(4-(2-methylpyridin-4-yl)benzyl)-2,7-naphthyridin-1-amine